europium (III) tris(1,1,5,5-tetrafluoro-2,4-dioxopentan-3-one) FC(C(C(C(C(F)F)=O)=O)=O)F.FC(C(C(C(C(F)F)=O)=O)=O)F.FC(C(C(C(C(F)F)=O)=O)=O)F.[Eu+3]